rac-(1R,2S,4R,5S)-5-(5-(cis-3-(trifluoromethoxy)cyclobutyl)-1,3,4-oxadiazol-2-yl)-7-oxabicyclo[2.2.1]hept-2-ylamine FC(O[C@H]1C[C@H](C1)C1=NN=C(O1)[C@@H]1[C@H]2C[C@@H]([C@@H](C1)O2)N)(F)F |&1:12,13,15,16|